N1(CCC1)C(C(C(CC1CC1)NC(=O)[C@@H]1[C@H]2C([C@H]2CN1C([C@H](C(C)(C)C)NC(C(C)C)=O)=O)(C)C)O)=O (1R,2S,5S)-N-(4-(azetidin-1-yl)-1-cyclopropyl-3-hydroxy-4-oxobutan-2-yl)-3-((S)-2-isobutyramido-3,3-dimethylbutanoyl)-6,6-dimethyl-3-azabicyclo[3.1.0]hexane-2-carboxamide